imidazoisoquinoline N1C=NC=2C=CC=3C=CN=CC3C21